N1N=NC(=C1)C(=O)OC methyl 1H-1,2,3-triazole-4-carboxylate